6-methoxy-2H-benzo[b][1,4]oxazine-3(4H)-one COC1=CC2=C(OCC(N2)=O)C=C1